N=1C=NN2C1C=CC(=C2)C(C)O 1-([1,2,4]triazolo[1,5-a]pyridin-6-yl)ethan-1-ol